[Cl-].O=C([C@H](CC)[NH3+])NCC1=CC=C(C=C1)OCC1=CC(=CC=C1)C(F)(F)F (S)-1-Oxo-1-((4-((3-(trifluoromethyl)benzyl)oxy)benzyl)amino)butan-2-aminium chloride